FC=1C=CC(=C(OC=2N=NC(=CC2C(=O)NC2=CC(=CC=C2)SC)C(F)(F)F)C1)OC 3-(5-Fluoro-2-methoxyphenoxy)-N-(3-(methylthio)phenyl)-6-(trifluoromethyl)pyridazine-4-carboxamide